ClC(=C)C=CC 2-chloro-1,3-pentadiene